OC1(CCN(CC1)C1=C(C=C(C=C1)C)NC(=O)C=1OC(=CC1)C1=CC=NC=C1)C N-(2-(4-hydroxy-4-methylpiperidin-1-yl)-5-methylphenyl)-5-(pyridin-4-yl)furan-2-carboxamide